(S)-2-((((9H-fluoren-9-yl)methoxy)carbonyl)amino)-3-(1-(tert-butoxycarbonyl)-7-((tert-butoxycarbonyl)(pyrimidin-2-yl)amino)-1H-indol-3-yl)propanoic acid C1=CC=CC=2C3=CC=CC=C3C(C12)COC(=O)N[C@H](C(=O)O)CC1=CN(C2=C(C=CC=C12)N(C1=NC=CC=N1)C(=O)OC(C)(C)C)C(=O)OC(C)(C)C